N=1N(N=CC1)C1=NC=C(C=N1)OC1=CC=C(C=C1)C(C)(C)C1=CC=C(OC2CC(C2)NC=2C=C3C(N(C(C3=CC2)=O)C2C(NC(CC2)=O)=O)=O)C=C1 5-(((1s,3s)-3-(4-(2-(4-((2-(2H-1,2,3-triazol-2-yl)pyrimidin-5-yl)oxy)phenyl)propan-2-yl)phenoxy)cyclobutyl)amino)-2-(2,6-dioxopiperidin-3-yl)isoindolin-1,3-dione